Benzotriazol-1-yl-oxy-tris(dimethyl-amino)-phosphonium hexafluorophosphate F[P-](F)(F)(F)(F)F.N1(N=NC2=C1C=CC=C2)O[P+](N(C)C)(N(C)C)N(C)C